ClC1=NC(=NC(=C1C(=O)OCC)OCC)SC ethyl 4-chloro-6-ethoxy-2-(methylthio)pyrimidine-5-carboxylate